Cl.N[C@@H]1C(NC(CC1)=O)=O (S)-3-Amino-piperidine-2,6-dione hydrochloride